7-Chloro-1-(pyrimidin-5-yl)quinazoline-2,4(1H,3H)-dione ClC1=CC=C2C(NC(N(C2=C1)C=1C=NC=NC1)=O)=O